(3R,5S)-6-(3,7-dimethyl-2,6-dioxo-2,3,6,7-tetrahydro-1H-purin-1-yl)-3,5-dihydroxyhexanoic acid CN1C(N(C(C=2N(C=NC12)C)=O)C[C@H](C[C@H](CC(=O)O)O)O)=O